(E)-4-chloro-N-(4-(8-(4-chloro-6-ethyl-1-methyl-1H-benzo[d]imidazol-5-yl)indolizine-3-carbonyl)-2,6-difluorophenyl)but-2-enamide ClC/C=C/C(=O)NC1=C(C=C(C=C1F)C(=O)C1=CC=C2C(=CC=CN12)C1=C(C2=C(N(C=N2)C)C=C1CC)Cl)F